rel-3-(5-(difluoromethyl)-1,3,4-thiadiazol-2-yl)-8-((2R,6S)-2-(hydroxymethyl)-6-methylmorpholino)-N-(1-methylcyclopropyl)imidazo[1,5-a]pyridine-6-sulfonamide FC(C1=NN=C(S1)C1=NC=C2N1C=C(C=C2N2C[C@@H](O[C@H](C2)C)CO)S(=O)(=O)NC2(CC2)C)F |o1:18,20|